2-(5-Amino-4-chloro-3-(3-fluoropyridin-2-yl)-1H-pyrazol-1-yl)acetic acid NC1=C(C(=NN1CC(=O)O)C1=NC=CC=C1F)Cl